The molecule is an L-tyrosine derivative that consists of L-tyrosine bearing an additional methyl substituent at position 2. An inhibitor of the enzyme tyrosine 3-monooxygenase, and consequently of the synthesis of catecholamines. It is used to control the symptoms of excessive sympathetic stimulation in patients with pheochromocytoma. It has a role as an antihypertensive agent and an EC 1.14.16.2 (tyrosine 3-monooxygenase) inhibitor. It is a L-tyrosine derivative and a non-proteinogenic L-alpha-amino acid. C[C@](CC1=CC=C(C=C1)O)(C(=O)O)N